C(C)C1=C(C=2N=C(NS(C2S1)(=O)=O)NC)C=1C(CN(CC1)C(=O)OC(C)(C)C)C tert-butyl 4-[6-ethyl-3-(methylamino)-1,1-dioxo-2H-thieno[3,2-e][1,2,4]thiadiazin-5-yl]-3-methyl-3,6-dihydro-2H-pyridine-1-carboxylate